C(C)C(COC1=C(C=CC=C1)O)CCCC 2-(2-ethylhexyloxy)phenol